6-(2-chloro-3-fluoro-phenyl)-N-[[6-(3,3-dimethylbutyl)-6-azaspiro[2.5]octan-2-yl]methyl]pyridazin-3-amine ClC1=C(C=CC=C1F)C1=CC=C(N=N1)NCC1CC12CCN(CC2)CCC(C)(C)C